[(E)-4-[[4-(3-bromo-4-chloroanilino)pyrido[3,4-d]pyrimidin-6-yl]amino]-4-oxobut-2-enyl]-dimethyl-[(3-methyl-5-nitroimidazol-4-yl)methyl]azanium BrC=1C=C(NC=2C3=C(N=CN2)C=NC(=C3)NC(/C=C/C[N+](CC=3N(C=NC3[N+](=O)[O-])C)(C)C)=O)C=CC1Cl